2-[4-[(E)-3-(4-Methoxy-3-propoxyphenyl)prop-2-enoyl]phenoxy]acetic acid COC1=C(C=C(C=C1)/C=C/C(=O)C1=CC=C(OCC(=O)O)C=C1)OCCC